1,4-Dibenzylcarboxybutane C(C1=CC=CC=C1)C(CCCCC1=CC=CC=C1)C(=O)O